4-amino-N,3-dimethyl-N-((1R)-1-(4-(pentafluoro-lambda~6~-sulfanyl)phenyl)ethyl)-3H-pyrazolo[3,4-c][1,7]naphthyridine-8-carboxamide NC1=NC=2C=NC(=CC2C2=C1N(N=C2)C)C(=O)N([C@H](C)C2=CC=C(C=C2)S(F)(F)(F)(F)F)C